CC(C(CC=C)C)N 1,2-dimethyl-4-pentenyl-amine